trifluoromethyl-nicotinamide FC(F)(F)C1=C(C(=O)N)C=CC=N1